(2R,4R)-6-chloro-4-hydroxy-N-[(1RS,2SR,4RS,5SR)-5-({[5-(trifluoromethyl)pyridin-2-yl]methyl}carbamoyl)-7-oxabicyclo[2.2.1]heptan-2-yl]-3,4-dihydro-2H-1-benzopyran-2-carboxamide ClC=1C=CC2=C([C@@H](C[C@@H](O2)C(=O)N[C@@H]2[C@H]3C[C@@H]([C@@H](C2)O3)C(NCC3=NC=C(C=C3)C(F)(F)F)=O)O)C1 |&1:13,14,16,17|